COC1=CC=C(C=C1)/C(=C\S(=O)(=O)C1=CC=C(C)C=C1)/S(=O)C1=CC=C(C=C1)C (E)-1-Methoxy-4-(1-(p-tolylsulfinyl)-2-tosylvinyl)benzene